C1(CCCC1)COC=1C=CC(=NC1)NC(C(C)N1C[C@@H](C(CC1)(F)F)C1=CNC(C=C1)=O)=O N-(5-(cyclopentyl-methoxy)pyridin-2-yl)-2-((S)-4,4-difluoro-3-(6-oxo-1,6-dihydropyridin-3-yl)piperidin-1-yl)propanamide